N-[(3R)-1-methylpyrrolidin-3-yl]-5-methylsulfanyl-imidazo[1,2-d][1,2,4]triazin-8-amine CN1C[C@@H](CC1)NC=1C=2N(C(=NN1)SC)C=CN2